15-{(S)-1-Carboxy-3-[2-(2-{[2-(2-{[2-(2-bromoacetylamino)ethylcarbamoyl]methoxy}-ethoxy)ethylcarbamoyl]methoxy}ethoxy)ethylcarbamoyl]propylcarbamoyl}pentadecanoic acid C(=O)(O)[C@H](CCC(NCCOCCOCC(NCCOCCOCC(NCCNC(CBr)=O)=O)=O)=O)NC(=O)CCCCCCCCCCCCCCC(=O)O